3-(4-methoxypyrimidin-5-yl)azetidine-1-carboxylic acid tert-butyl ester C(C)(C)(C)OC(=O)N1CC(C1)C=1C(=NC=NC1)OC